C(C)(C)(C)OC(=O)N1CC2(C1)CN(CC2)C=2C=NC=CC2Cl 6-(4-chloropyridin-3-yl)-2,6-diazaspiro[3.4]octane-2-carboxylic acid tert-butyl ester